6-Chloro-3-[[(1R)-1-[3,6-dimethyl-2-(1-methylindazol-5-yl)-4-oxo-chromen-8-yl]ethyl]amino]-N-methylsulfonyl-pyridine-2-carboxamide ClC1=CC=C(C(=N1)C(=O)NS(=O)(=O)C)N[C@H](C)C=1C=C(C=C2C(C(=C(OC12)C=1C=C2C=NN(C2=CC1)C)C)=O)C